aluminum methylbutyl-phosphinate salt CP([O-])(=O)CCCC.[Al+3].CP([O-])(=O)CCCC.CP([O-])(=O)CCCC